sodium N-{[(9H-fluoren-9-yl)methoxy]carbonyl}-L-valyl-N5-carbamoyl-N-[4-(hydroxymethyl)-3-(2-sulfonatoethyl)phenyl]-L-ornithinamide C1=CC=CC=2C3=CC=CC=C3C(C12)COC(=O)N[C@@H](C(C)C)C(=O)N[C@@H](CCCNC(N)=O)C(=O)NC1=CC(=C(C=C1)CO)CCS(=O)(=O)[O-].[Na+]